methyl 1-((1s,4s)-4-(methoxy-d3) cyclohexyl)-2-oxo-1,2-dihydropyridine-3-carboxylate C(OC1CCC(CC1)N1C(C(=CC=C1)C(=O)OC)=O)([2H])([2H])[2H]